BrC1=COC2=C1C=C(C=C2)C(C)(C)C 3-bromo-5-(1,1-dimethylethyl)benzofuran